4,6-dimethyl-N-[4-[[3-[1-(3-methyl-2-nitro-imidazol-4-yl)ethoxy]-7-morpholino-1,6-naphthyridin-5-yl]oxy]cyclohexyl]pyrimidin-2-amine CC1=NC(=NC(=C1)C)NC1CCC(CC1)OC1=C2C=C(C=NC2=CC(=N1)N1CCOCC1)OC(C)C=1N(C(=NC1)[N+](=O)[O-])C